C(C)(C)NC(O[C@H]1C[C@H](CC1)C=1NN=C(C1)NC(C(C)OC1=C(C(=CC=C1)OCC1=CC=CC=C1)C=O)=O)=O (1R,3S)-3-(5-{2-[3-(benzyloxy)-2-formylphenoxy]propanamido}-2H-pyrazol-3-yl)cyclopentyl N-isopropylcarbamate